N-(4-chloro-2-hydroxybenzyl)-5-(N-methylaminosulfonyl)thiophene-2-carboxamide ClC1=CC(=C(CNC(=O)C=2SC(=CC2)S(=O)(=O)NC)C=C1)O